OC=1C=C(C=CC1)/C=C/C(=O)OCC ethyl (E)-3-(3-hydroxyphenyl)acrylate